3,3'-(((((2-(2-carboxy-2-(pyrrolidin-3-yl)ethyl)-1H-benzo[d]imidazol-7-yl)methyl)azanediyl)bis(methylene))bis(3,1-phenylene))bis(2-(pyrrolidin-3-yl)propanoic acid) C(=O)(O)C(CC1=NC2=C(N1)C(=CC=C2)CN(CC=2C=C(C=CC2)CC(C(=O)O)C2CNCC2)CC=2C=C(C=CC2)CC(C(=O)O)C2CNCC2)C2CNCC2